N-[(1s,4s)-4-{[2-(trifluoromethyl)imidazo[1,2-a]pyridin-5-yl]amino}cyclohexyl]-1,2-benzoxazole-3-carboxamide FC(C=1N=C2N(C(=CC=C2)NC2CCC(CC2)NC(=O)C2=NOC3=C2C=CC=C3)C1)(F)F